bis(pyridinylamino)isoindole N1=C(C=CC=C1)NC=1NC(=C2C=CC=CC12)NC1=NC=CC=C1